C1(=CC=CC=C1)C1CC(CC1)C(=O)N1CCC(CC1)C1=C2C(=NC=C1)NC(=N2)C2CCOCC2 (3-phenylcyclopentyl)-[4-(2-tetrahydropyran-4-yl-3H-imidazo[4,5-b]pyridin-7-yl)-1-piperidyl]methanone